[N+](=O)([O-])C=1C(=C2C(=NC1)N(C=C2)S(=O)(=O)C2=CC=CC=C2)NCCOC(=O)CCCCC ((5-nitro-1-(phenylsulfonyl)-1H-pyrrolo[2,3-b]pyridin-4-yl)amino)ethylpentan-1-carboxylate